C(=C)C=1C=C(C=CC1)O m-vinyl-phenol